CC=1C=CC=2N(C3=CC=C(C=C3C2C1)C)CCCCOP(O)(O)=O [4-(3,6-Dimethyl-9H-carbazol-9-yl)butyl]phosphoric acid